FC1=CC=C2C(=N1)C(=C(N2)C2=CC=NC=C2)C2=NC=CC=C2 4-[5-Fluoro-3-(pyridin-2-yl)-1H-pyrrolo[3,2-b]pyridin-2-yl]pyridin